FC(OC1=C(C(=O)N[C@H]2[C@H](C2)F)C(=CC(=C1)C=1C=NN2C1C=CC(=C2)C2OCCOC2)OC)F 2-(difluoromethoxy)-4-[6-(1,4-dioxan-2-yl)pyrazolo[1,5-a]pyridin-3-yl]-N-[(1R,2S)-2-fluorocyclopropyl]-6-methoxy-benzamide